(2R,7aS)-2-fluorotetrahydro-2H-pyrrolizin F[C@@H]1C[C@@H]2CCCN2C1